C[C@H](C(CP(OC)(OC)=O)=O)CCCCC1=CC=CC=C1 (S)-dimethyl (3-methyl-2-oxo-7-phenylheptyl)phosphonate